BrC1=CC(=C(C(=O)N2COC3=C(C2)C=CC=C3C3=CC(=C(C(=O)OC)C=C3F)N3C2COCC3CC2)C=C1)Cl Methyl 4-[3-(4-bromo-2-chlorobenzoyl)-2,4-dihydro-1,3-benzoxazin-8-yl]-5-fluoro-2-(3-oxa-8-azabicyclo[3.2.1]octan-8-yl)benzoate